(1r,3s,5R,7S)-3-bromo-5,7-dimethyladamantane-1-carboxylic acid BrC12CC3(C[C@](C[C@@](C1)(C3)C)(C2)C)C(=O)O